FC1=C(C[Se]C2=CC=CC=C2)C=CC=C1F (2,3-difluorobenzyl)(phenyl)selenium